[Na+].S(=O)(=O)(O)C1=C(C=CC(=C1)S(=O)(=O)O)C1=NN(N[NH2+]1)C1=C(C=C(C=C1)[N+](=O)[O-])OC 5-(2,4-disulfophenyl)-3-(2-methoxy-4-nitrophenyl)-2H-tetrazolium sodium